FC(C=1C=CC(=NC1)O[C@H]1CN(CC1)C1=C(C=C(C=C1)C1=CC=CC=C1)C#N)(F)F (R)-4-(3-(5-(trifluoromethyl)pyridin-2-yloxy)pyrrolidin-1-yl)biphenyl-3-carbonitrile